BrC1=C(C(=CC(=C1)C(C(F)(F)F)(C(F)(F)F)F)C(F)(F)F)NC(C1=C(C(=CC=C1)N1OCC2=C(C1=O)C=CC=N2)F)=O N-(2-bromo-4-(perfluoropropan-2-yl)-6-(trifluoromethyl)phenyl)-2-fluoro-3-(5-oxo-5,8-dihydro-6H-pyrido[3,2-d][1,2]oxazin-6-yl)benzamide